N-(2-adamantylamino)-1-(4-(hydroxycarbamoyl)benzyl)-5-methoxy-1H-indole-3-carboxamide C12C(C3CC(CC(C1)C3)C2)NNC(=O)C2=CN(C3=CC=C(C=C23)OC)CC2=CC=C(C=C2)C(NO)=O